(R)-2-(3-chloro-6-fluorobenzo[b]thiophene-2-carboxamido)-3-(4-hydroxyphenyl)propanoic acid ClC=1C2=C(SC1C(=O)N[C@@H](C(=O)O)CC1=CC=C(C=C1)O)C=C(C=C2)F